3-(2-(2',4'-difluoro-[1,1'-biphenyl]-2-yl)-1-ethyl-1H-benzo[d]imidazole-5-carboxamido)cyclobutane-1-carboxylic acid FC1=C(C=CC(=C1)F)C1=C(C=CC=C1)C1=NC2=C(N1CC)C=CC(=C2)C(=O)NC2CC(C2)C(=O)O